(S)-2-(((2R,3S,4R,5R)-5-(2-chloro-6-(methylamino)-9H-purin-9-yl)-3-ethynyl-3,4-dihydroxytetrahydrofuran-2-yl)methoxy)-3-phenyl-2-(thiazol-4-yl)propionic acid ClC1=NC(=C2N=CN(C2=N1)[C@H]1[C@@H]([C@@]([C@H](O1)CO[C@@](C(=O)O)(CC1=CC=CC=C1)C=1N=CSC1)(O)C#C)O)NC